BrC1=CC(=C(C(=C1Cl)C)C(=O)N)C=1NC2=CC=CC=C2C1 5-bromo-6-chloro-3-indolyl-toluamide